2-[4-[(2-ethyl-4-oxo-quinazolin-3-yl)methyl]-1-piperidyl]benzoic acid C(C)C1=NC2=CC=CC=C2C(N1CC1CCN(CC1)C1=C(C(=O)O)C=CC=C1)=O